6-methyl-2-(trifluoromethyl)-1,5-naphthyridin-4(1H)-one CC=1N=C2C(C=C(NC2=CC1)C(F)(F)F)=O